BrC1=CC(=C(C=N1)S(=O)(=O)C1=CN(C2=CC=CC(=C12)C)C)C 3-[(6-bromo-4-methyl-3-pyridyl)sulfonyl]-1,4-dimethyl-indole